rac-(trans)-3-amino-4-(3-boronopropyl)-1-carbamimidoylpyrrolidine-3-carboxylic acid, 2,2,2-trifluoroacetic acid salt FC(C(=O)O)(F)F.N[C@@]1(CN(C[C@H]1CCCB(O)O)C(N)=N)C(=O)O